Cl.N1[C@H](CCC1)CNC=1C=C(C=CC1)C1C(NC(CC1)=O)=O 3-(3-((((R)-pyrrolidin-2-yl)methyl)amino)phenyl)piperidine-2,6-dione hydrochloride